1-(5-tert-butyl-isoxazol-3-yl)-3-{4-[5-(2-dimethylamino-ethoxy)-benzoimidazol-1-yl]-phenyl}-urea C(C)(C)(C)C1=CC(=NO1)NC(=O)NC1=CC=C(C=C1)N1C=NC2=C1C=CC(=C2)OCCN(C)C